S(=O)(=O)(O)C1=C(C=NNC2=NC=C(C(=O)O)C=C2)C=CC=C1 6-(2-(2-sulfobenzylidene)hydrazino)nicotinic acid